FC(OC1=CC=C(C=C1)C1=CC=C(C=C1)SC=1N=NNC1C(=O)OCOC(C(C)(C)C)=O)(F)F (pivaloyloxy)methyl 4-((4'-(trifluoromethoxy)-[1,1'-biphenyl]-4-yl)thio)-1H-1,2,3-triazole-5-carboxylate